6-chloro-2-[6-(methoxymethoxy)-2,7-dimethylindazol-5-yl]-N,N-dimethylquinazolin-4-amine ClC=1C=C2C(=NC(=NC2=CC1)C1=CC2=CN(N=C2C(=C1OCOC)C)C)N(C)C